N-[(3S)-1-(2,6-Dimethyltetrahydropyran-4-yl)-3-methyl-4-piperidyl]-6-[3-[2-methoxy-4-(methylcarbamoyl)anilino]prop-1-ynyl]-1-(2,2,2-trifluoroethyl)benzimidazole-4-carboxamide CC1OC(CC(C1)N1C[C@@H](C(CC1)NC(=O)C1=CC(=CC=2N(C=NC21)CC(F)(F)F)C#CCNC2=C(C=C(C=C2)C(NC)=O)OC)C)C